trans-N-(4-(2-Cyclopropyloxazol-4-yl)pyridin-2-yl)-N-((trans-4-(5-methoxy-6-methylpyridin-2-yl)cyclohexyl)methyl)-4-(methylsulfonamidomethyl)cyclohexanecarboxamide C1(CC1)C=1OC=C(N1)C1=CC(=NC=C1)N(C(=O)[C@@H]1CC[C@H](CC1)CNS(=O)(=O)C)C[C@@H]1CC[C@H](CC1)C1=NC(=C(C=C1)OC)C